NC=1N=C2N(C=C(C=C2)C=2C=C3C(=NC2)NC=C3)C1C(=O)[C@H]1[C@H](C1)F (2-amino-6-(1H-pyrrolo[2,3-b]pyridin-5-yl)imidazo[1,2-a]pyridin-3-yl)((1S,2S)-2-fluorocyclopropyl)methanone